(4-amino-7-chloro-1,3-dihydrofuro[3,4-c]quinolin-8-yl)((3R,4S)-3-(4-fluorophenyl)-4-(1H-pyrazol-3-yl)-1-pyrrolidinyl)methanone NC1=NC=2C=C(C(=CC2C2=C1COC2)C(=O)N2C[C@H]([C@@H](C2)C2=NNC=C2)C2=CC=C(C=C2)F)Cl